(S)-N-(4-([1,2,4]triazolo[1,5-c]pyrimidin-7-yloxy)-3-methylphenyl)-5-(8-fluoro-5-methyl-2,5-diazaspiro[3.5]nonan-2-yl)-6-methoxyquinazolin-4-amine N=1C=NN2C=NC(=CC21)OC2=C(C=C(C=C2)NC2=NC=NC1=CC=C(C(=C21)N2CC1(C2)N(CC[C@@H](C1)F)C)OC)C